2-(2,6-dioxopiperidin-3-yl)-5-fluoro-4-(piperazin-1-yl-2,2,3,3,5,5,6,6-d8)isoindoline-1,3-dione O=C1NC(CCC1N1C(C2=CC=C(C(=C2C1=O)N1C(C(NC(C1([2H])[2H])([2H])[2H])([2H])[2H])([2H])[2H])F)=O)=O